C(#N)C1=CC=C(CNC(CBr)=O)C=C1 N-(4-cyanobenzyl)-2-bromoacetamide